ClC=1C=NC(=C(C(=O)NC2CCC(CC2)CN2C(N(C3=C2C=CC=C3)C3=NC(=CC=C3)NC)=O)C1)C(F)F 5-chloro-2-(difluoromethyl)-N-((1r,4r)-4-((3-(6-(methylamino)pyridin-2-yl)-2-oxo-2,3-dihydro-1H-benzo[d]imidazol-1-yl)methyl)cyclohexyl)nicotinamide